ethoxyl-piperazine ethyl-sulfate C(C)OS(=O)(=O)O.O(CC)N1CCNCC1